(E)-4-((3R,5S)-3,5-dimethylpiperazin-1-yl)-N-(3-(5-fluoro-4-(m-tolylamino)pyrimidin-2-ylamino)phenyl)but-2-enamide C[C@@H]1CN(C[C@@H](N1)C)C/C=C/C(=O)NC1=CC(=CC=C1)NC1=NC=C(C(=N1)NC=1C=C(C=CC1)C)F